N-((1S,4S)-4-hydroxycyclohexyl)acetamide OC1CCC(CC1)NC(C)=O